2,2'-Thiodiethanethiol S(CCS)CCS